O1CCC(CC1)NC(=S)NC(OCC)=O ethyl N-(tetrahydropyran-4-ylcarbamothioyl)carbamate